C(#N)C(C(C)C)(C)[N-]C(C)(C)OC1=C(C=C(C=C1)Cl)Cl N-(1-cyano-1,2-dimethylpropyl)-2-(2,4-dichlorophenoxy)-2-propylamide